CC=1C=C(NC2=NC=C(C(=N2)N[C@H](CO)C2=CC=CC=C2)C2=NNC(=C2)C)C=CC1S(=O)(=O)C (2S)-2-[[2-(3-methyl-4-methylsulfonyl-anilino)-5-(5-methyl-1H-pyrazol-3-yl)pyrimidin-4-yl]amino]-2-phenyl-ethanol